(S)-6-(2-aminopropyl)-7-bromo-4-((thiophen-2-ylmethyl)amino)thieno[3,2-d]pyrimidine-2-carbonitrile N[C@H](CC1=C(C=2N=C(N=C(C2S1)NCC=1SC=CC1)C#N)Br)C